(4S,8R,9R,10S)-4-(dimethylamino)-10-(hydroxymethyl)-N-(4-methoxyphenyl)-9-(4-(phenylethynyl)phenyl)-1,6-diazabicyclo[6.2.0]decane-6-carboxamide CN([C@H]1CCN2[C@@H]([C@@H]([C@@H]2CN(C1)C(=O)NC1=CC=C(C=C1)OC)C1=CC=C(C=C1)C#CC1=CC=CC=C1)CO)C